2-methyl-4-(2,2,3-trimethylcyclopent-3-en-1-yl)pent-4-en-1-ol CC(CO)CC(=C)C1C(C(=CC1)C)(C)C